2-Chloro-N-(5-(2-(((1r,4r)-4-((2-fluoroethyl)(methyl)amino)cyclohexyl)amino)-8-isopropyl-7-oxo-7,8-dihydropteridin-6-yl)pyridin-2-yl)benzenesulfonamide hydrochloride Cl.ClC1=C(C=CC=C1)S(=O)(=O)NC1=NC=C(C=C1)C1=NC=2C=NC(=NC2N(C1=O)C(C)C)NC1CCC(CC1)N(C)CCF